Benzo[4,5]thieno[2,3-c]imidazo[1,2-f]phenanthridin-2-ol C1=C(N=C2N1C=1C3=C(C=CC1C1=CC=CC=C21)SC2=C3C=CC=C2)O